1'-(tert-butyl) 6-methyl 6'-methyl-3',6'-dihydro-[3,4'-bipyridine]-1',6(2'H)-dicarboxylate CC1C=C(CCN1C(=O)OC(C)(C)C)C=1C=NC(=CC1)C(=O)OC